1-[2-(4-acetylpiperazin-1-yl)acetyl]-4-fluoro-N-{phenyl[4-(propan-2-yl)phenyl]methyl}pyrrolidine-2-carboxamide C(C)(=O)N1CCN(CC1)CC(=O)N1C(CC(C1)F)C(=O)NC(C1=CC=C(C=C1)C(C)C)C1=CC=CC=C1